4-(1,1,3,3-tetramethylbutyl)-N-[4-(1,1,3,3-tetramethylbutyl)phenyl]Aniline CC(C)(C)CC(C)(C)C1=CC=C(C=C1)NC2=CC=C(C=C2)C(C)(C)CC(C)(C)C